4-[2-(4-aminopiperidin-1-yl)-5-(2-methoxypyrimidin-5-yl)pyrimidin-4-yl]benzonitrile NC1CCN(CC1)C1=NC=C(C(=N1)C1=CC=C(C#N)C=C1)C=1C=NC(=NC1)OC